N-(5-nitropyridin-2-yl)benzo[d]thiazole-2-carboxamide [N+](=O)([O-])C=1C=CC(=NC1)NC(=O)C=1SC2=C(N1)C=CC=C2